CS(=O)(=O)C1=CC=C(C=C1)N1N=C2C(=N1)C=CC(=C2)N 2-(4-methylsulfonylphenyl)benzotriazol-5-amine